(2S)-2-{4-bromo-2-[(E)-2-bromovinyl]phenoxy}propionic acid BrC1=CC(=C(O[C@H](C(=O)O)C)C=C1)\C=C\Br